N-(4-(3-amino-7-(5-(4-(azetidin-3-yl)piperazin-1-yl)pyridin-2-yl)-1H-pyrazolo[4,3-c]pyridin-4-yl)benzyl)-5-fluoro-2-methoxybenzamide NC1=NNC2=C1C(=NC=C2C2=NC=C(C=C2)N2CCN(CC2)C2CNC2)C2=CC=C(CNC(C1=C(C=CC(=C1)F)OC)=O)C=C2